triazinyl-diketopyrrolopyrrole N1=NN=C(C=C1)C=1N=C2C(C1)=NC(C2=O)=O